3-hydroxy-2-(hydroxymethyl)propyl-(9Z,12Z)-octadeca-9,12-dienoic acid OCC(CC(C(=O)O)CCCCCC\C=C/C\C=C/CCCCC)CO